C(#N)C1=NN(C=N1)C=1C(=NC=CN1)[C@@H](C)NC(C1=CC(=CC(=C1)C(F)(F)F)C(F)(F)F)=O |r| (rac)-N-{1-[3-(3-Cyano-1H-1,2,4-triazol-1-yl)pyrazin-2-yl]ethyl}-3,5-bis(trifluoromethyl)benzamide